N-(3-chloro-5-(methylsulfonyl)phenyl)-4-(pyridin-3-yloxy)-5,6-dihydro-4H-cyclopenta[b]thiophene-2-carboxamide ClC=1C=C(C=C(C1)S(=O)(=O)C)NC(=O)C1=CC2=C(S1)CCC2OC=2C=NC=CC2